(R)-3-methyl-4-(2-butenyl)piperazine-1-carboxylic acid tert-butyl ester C(C)(C)(C)OC(=O)N1C[C@H](N(CC1)CC=CC)C